NC1=NC=CC(=C1)C[C@@H]1[C@H](N(C1=O)C(=O)N[C@H](CC)C1=CC(=C(C=C1)C)F)C(=O)N(C)C1=CC=NN1C (2S,3R)-3-((2-aminopyridin-4-yl)methyl)-N2-(1-methyl-1H-pyrazol-5-yl)-N1-((R)-1-(3-fluoro-4-methylphenyl)propyl)-N2-methyl-4-oxoazetidine-1,2-dicarboxamide